C(C)OC(=O)C1=C(N=C(N=N1)SC)O 5-hydroxy-3-methylthio-1,2,4-triazine-6-carboxylic acid ethyl ester